IC1=CN(C2=NC=CC(=C21)OC2=CC=C1CCN(CC1=C2)C(=O)OC(C)(C)C)COCC[Si](C)(C)C tert-Butyl 7-((3-iodo-1-((2-(trimethylsilyl)ethoxy)methyl)-1H-pyrrolo[2,3-b]-pyridin-4-yl)oxy)-3,4-dihydroisoquinoline-2(1H)-carboxylate